ClC1=NN2C=3CCCN(C3C=NC2=C1)C1=CC=C(C=C1)[C@@H](C(F)(F)F)N(C(C(CC)O)=O)C N-[(1S)-1-(4-{4-chloro-2,3,7,10-tetraazatricyclo[7.4.0.02,6]trideca-1(9),3,5,7-tetraen-10-yl}phenyl)-2,2,2-trifluoroethyl]-2-hydroxy-N-methylbutanamide